CC(C(=O)O)(C)N1C(N(C2=C(C1=O)C(=C(S2)C=2OC=CN2)C)CCC2=C(C=CC=C2)CCC)=O 2-methyl-2-[5-methyl-6-(1,3-oxazol-2-yl)-2,4-dioxo-1-[2-(2-propylphenyl)ethyl]-1H,2H,3H,4H-thieno[2,3-d]pyrimidin-3-yl]propionic acid